N-((S)-1-(6-bromo-1-neopentyl-1H-pyrrolo[2,3-b]pyridin-3-yl)-2,2,2-trifluoroethyl)-2-methylpropane-2-sulfinamide BrC1=CC=C2C(=N1)N(C=C2[C@@H](C(F)(F)F)NS(=O)C(C)(C)C)CC(C)(C)C